amino-4b-hydroxy-4-nitro-7-(trifluoromethyl)-4b,9b-dihydro-10H-indeno[1,2-b]benzofuran-10-one NC1=C2C(C3C(OC4=C3C=CC(=C4)C(F)(F)F)(C2=C(C=C1)[N+](=O)[O-])O)=O